5,11-Dihydroindolo[3,2-b]carbazole-6-carboxaldehyde C1=C2C(=CC=C1)NC=1C2=CC=2NC3=CC=CC=C3C2C1C=O